3-bromo-5-((pyridin-3-ylimino)methyl)phenol BrC=1C=C(C=C(C1)C=NC=1C=NC=CC1)O